FC(C1=CC=C(C=C1)\C=C\C(NC(C(N1[C@@H](CCC1)C(=O)N1CC2=CC=CC=C2CC1)=O)C1CCNCC1)=O)(F)P(O)(O)=O (difluoro(4-((E)-3-oxo-3-((2-oxo-1-(piperidin-4-yl)-2-((S)-2-(1,2,3,4-tetrahydroisoquinoline-2-carbonyl)pyrrolidin-1-yl)ethyl)amino)prop-1-en-1-yl)phenyl)methyl)phosphonic acid